C(CCC)[Sn](C=1SC=CC1)(CCCC)CCCC 2-Tributylstannylthiophene